N-((R)-2,3-dihydroxypropoxy)3,4-difluoro-2-(2-fluoro-4-iodo-phenylamino)-benzamide O[C@@H](CONC(C1=C(C(=C(C=C1)F)F)NC1=C(C=C(C=C1)I)F)=O)CO